6-(3-isopropyl-5-(2-(1-methylazetidin-3-yl)ethyl)-1H-indol-2-yl)-8-methoxy-[1,2,4]triazolo[1,5-a]pyridine C(C)(C)C1=C(NC2=CC=C(C=C12)CCC1CN(C1)C)C=1C=C(C=2N(C1)N=CN2)OC